N-(6-aminopyrazin-2-yl)acetamide NC1=CN=CC(=N1)NC(C)=O